benzyl (3aS,7R,7aR)-7-hydroxy-2,2-dimethyl-4,6,7,7a-tetrahydro-3aH-[1,3]dioxolo[4,5-c]pyridine-5-carboxylate O[C@H]1[C@@H]2[C@H](CN(C1)C(=O)OCC1=CC=CC=C1)OC(O2)(C)C